CC1(COC1)CN1[C@H]2[C@@](CCC1)(CCC2)COC=2N=CC1=C(N2)C(=C(N=C1)C1=CC(=CC2=CC=C(C(=C12)CC)F)O)F 2-{[(4aS,7aR)-1-[(3-methyloxetan-3-yl)methyl]-octahydro-1H-cyclopenta[b]pyridin-4a-yl]methoxy}-7-(8-ethyl-7-fluoro-3-hydroxy-naphthalen-1-yl)-8-fluoropyrido[4,3-d]pyrimidin